1-[2-(trifluoromethoxy)pyridin-3-yl]piperazine FC(OC1=NC=CC=C1N1CCNCC1)(F)F